FC1=C(C=C(C=C1)C=CC)OC1=CC=CC=C1 1-fluoro-2-phenoxy-4-(prop-1-en-1-yl)benzene